(3R,5S)-1-(2-methoxyethyl)-3,5-dimethylpiperazine hydrochloride Cl.COCCN1C[C@H](N[C@H](C1)C)C